(3'S)-4'-(4-methoxybenzyl)-3'-methyl-4',5'-dihydro-3'H-spiro[cyclopropane-1,2'-pyrido[2,3-f][1,4]oxazepine]-7'-ol COC1=CC=C(CN2[C@H](C3(OC4=C(C2)N=C(C=C4)O)CC3)C)C=C1